[Cl-].[Cl-].C(C)=[Zr+2](C1CCC2CC=CC=C12)C1CCC2CC=CC=C12 ethylidenebis(tetrahydroindenyl)zirconium dichloride